COC(CC[C@H](NC([C@@](N)(CCCCNC(\C=C\C=1C=NC=CC1)=O)C(=O)OCC1C2=CC=CC=C2C=2C=CC=CC12)=O)C(=O)OC(C)(C)C)=O 2-(((9H-fluoren-9-yl)methoxy)carbonyl)-N6-((E)-3-(pyridin-3-yl)acryloyl)-L-lysyl-L-glutamic acid 1-(tert-butyl) 5-methyl ester